13-chloro-14-fluoro-9,16-dimethyl-10-oxa-2,12,18,20-tetrazapentacyclo[9.7.1.14,7.02,8.015,19]icosa-1(18),11(19),12,14,16-pentaene-20-carboxylate ClC1=NC=2OC(C3C4CCC(CN3C3=NC=C(C(=C1F)C32)C)N4C(=O)[O-])C